(5-chlorothiazol-2-yl) amino-3-oxopropionate NC(C(=O)OC=1SC(=CN1)Cl)C=O